6-methoxy-3-methylbenzo[d]isothiazole COC1=CC2=C(C(=NS2)C)C=C1